1,4-bis((5-ethylnonyl)oxy)butane-2,3-diyl bis((4-(pyrrolidin-1-yl)butyl)-carbamate) N1(CCCC1)CCCCNC(OC(COCCCCC(CCCC)CC)C(COCCCCC(CCCC)CC)OC(NCCCCN1CCCC1)=O)=O